CC1=NC(=CC(=C1NC(CC1=CC=C(C=C1)F)=O)C)N1CCOCC1 N-(2,4-Dimethyl-6-morpholin-4-yl-pyridin-3-yl)-2-(4-fluoro-phenyl)-acetamide